(R)-N1-(5-chloro-4-(7-methoxy-1-methyl-1H-indol-3-yl)pyrimidin-2-yl)-4-(3-(dimethylamino)pyrrolidin-1-yl)benzene-1,3-diamine ClC=1C(=NC(=NC1)NC1=CC(=C(C=C1)N1C[C@@H](CC1)N(C)C)N)C1=CN(C2=C(C=CC=C12)OC)C